4-((9-(trans-3-cyanocyclobutyl)-7-ethyl-8-oxo-8,9-dihydro-7H-purin-2-yl)amino)-2-fluoro-5-methylbenzamide C(#N)[C@@H]1C[C@H](C1)N1C2=NC(=NC=C2N(C1=O)CC)NC1=CC(=C(C(=O)N)C=C1C)F